5-(1H-imidazol-1-yl)-2-(6-(methyl((1S,4S,5R)-1-methyl-2-azabicyclo[2.2.1]heptan-5-yl)amino)pyridazin-3-yl)phenol N1(C=NC=C1)C=1C=CC(=C(C1)O)C=1N=NC(=CC1)N([C@H]1[C@@H]2CN[C@](C1)(C2)C)C